tert-butyl 2-(hydroxymethyl)-7,8-dihydro-4H-pyrazolo[1,5-a][1,4]diazepine-5(6H)-carboxylate OCC1=NN2C(CN(CCC2)C(=O)OC(C)(C)C)=C1